(S)-N-((R or S)-(3-chloro-4-fluorophenyl)(2-methoxypyridin-3-yl)methyl)-2-oxooxazolidine-5-carboxamide ClC=1C=C(C=CC1F)[C@@H](NC(=O)[C@@H]1CNC(O1)=O)C=1C(=NC=CC1)OC |o1:8|